pyrimidine-3-carbamate N=1CN(C=CC1)NC(=O)[O-]